NC(C(=O)O)CC 2-aminobutanoic acid